N-(3-((1r,3r)-3-cyano-1-((4-methyl-4H-1,2,4-triazol-3-yl)methyl)cyclobutyl)phenyl)-7-vinyl-1H-pyrrolo[3,2-b]pyridine-5-carboxamide C(#N)C1CC(C1)(CC1=NN=CN1C)C=1C=C(C=CC1)NC(=O)C1=CC(=C2C(=N1)C=CN2)C=C